ethyl 2-(4-(4-(trifluoromethyl)pyridin-3-yl)cyclohexyl)acetate FC(C1=C(C=NC=C1)C1CCC(CC1)CC(=O)OCC)(F)F